C1=NC=C(C2=CC=CC=C12)N1C(N(C[C@@H]1C#N)C1=NC=C(C=N1)C(F)(F)F)=O (R)-3-(isoquinolin-4-yl)-2-oxo-1-(5-(trifluoromethyl)pyrimidin-2-yl)imidazolidine-4-carbonitrile